BrC1=CC=C(C=N1)C(=O)C1=CNC2=CC=CC=C12 (6-bromopyridin-3-yl)(1H-indol-3-yl)methanone